2-naphthalen-1-yl-2,3-dihydro-1H-quinazolin-4-one C1(=CC=CC2=CC=CC=C12)C1NC2=CC=CC=C2C(N1)=O